dimethyleicosyl-[3-(trimethoxysilyl)propyl]ammonium bromide [Br-].C[N+](CCC[Si](OC)(OC)OC)(CCCCCCCCCCCCCCCCCCCC)C